methyl N-[[4-[1-(2,6-difluoro-4-isopropyl-phenyl)pyrazol-4-yl]-2-methyl-phenyl] methyl]carbamate FC1=C(C(=CC(=C1)C(C)C)F)N1N=CC(=C1)C1=CC(=C(C=C1)CNC(OC)=O)C